(1-(((4-Bromo-5-fluoro-1,3-dihydrofuro[3,4-f]quinolin-7-yl)oxy)methyl)cyclopropyl)methyl methanesulfonate CS(=O)(=O)OCC1(CC1)COC1=NC2=C(C(=C3C(=C2C=C1)COC3)Br)F